2-{6-[(3aS,7aR)-5-methyloctahydro-1H-pyrrolo[3,2-c]pyridin-1-yl][1,3]thiazolo[4,5-c]pyridazin-3-yl}-5-(1H-pyrazol-4-yl)phenol dihydrochloride Cl.Cl.CN1C[C@H]2[C@@H](CC1)N(CC2)C=2SC1=C(N=NC(=C1)C1=C(C=C(C=C1)C=1C=NNC1)O)N2